N1=C(C=CC=C1)N1CC[N+]2(CCCC2)CC1 8-(pyridin-2-yl)-5,8-diazaspiro[4.5]decan-5-ium